FC1=C(C(=CC=2NC(=NC21)OC=2C=CC(=C(C(=O)O)C2)C)F)C2=CC=C(C=C2)C2=CC=C(C=C2)C2=NN(C=N2)CCOC 5-((4,6-difluoro-5-(4'-(1-(2-methoxyethyl)-1H-1,2,4-triazol-3-yl)-[1,1'-biphenyl]-4-yl)-1H-benzo[d]imidazol-2-yl)oxy)-2-methylbenzoic acid